C(C)C1(CN(CCC1)C=1C2=C(N=C(N1)OC[C@]13CCCN3C[C@@H](C1)F)C(=C(N=C2)C2=CC(=CC1=CC=C(C(=C21)CC)F)O)F)O 3-Ethyl-1-(7-(8-ethyl-7-fluoro-3-hydroxynaphthalen-1-yl)-8-fluoro-2-(((2R,7aS)-2-fluorotetrahydro-1H-pyrrolizin-7a(5H)-yl)methoxy)pyrido[4,3-d]pyrimidin-4-yl)piperidin-3-ol